C(=O)C1C2CC(N1C(=O)OC(C)(C)C)(C2)C tert-butyl 2-formyl-4-methyl-3-azabicyclo[2.1.1]hexane-3-carboxylate